NC(CNC1=NC(=C2C(=N1)N(N=C2)C)NC(C)(C)C)C2=CC=C(C=C2)F N6-[2-amino-2-(4-fluorophenyl)ethyl]-N4-tert-butyl-1-methyl-1H-pyrazolo[3,4-d]pyrimidine-4,6-diamine